Methyl (1R,2S,5S)-3-((S)-3,3-dimethyl-2-((2-(trifluoromethyl)pyrimidin-4-yl)amino)butanoyl)-6,6-dimethyl-3-azabicyclo[3.1.0]hexane-2-carboxylate CC([C@@H](C(=O)N1[C@@H]([C@H]2C([C@H]2C1)(C)C)C(=O)OC)NC1=NC(=NC=C1)C(F)(F)F)(C)C